N1N=CC2=C(C=CC=C12)C1=CC=NC2=CC=C(C=C12)C(=O)N1CCOCC1 4-(1H-indazol-4-yl)-6-(morpholine-4-carbonyl)quinolin